OC1CC(C1)N(C1=C2C(=NC=C1)N(N=C2CNC(OC(C)(C)C)=O)C2=CC=C(C=C2)OC(F)(F)F)C tert-butyl ((4-((3-hydroxycyclobutyl)(methyl)amino)-1-(4-(trifluoromethoxy)phenyl)-1H-pyrazolo[3,4-b]pyridin-3-yl)methyl)carbamate